methyl-2-(pyridin-4-yl)-N-(1,1,1-trifluoropropan-2-yl)pyrido[3,4-d]pyrimidin-4-amine CC1=CN=CC=2N=C(N=C(C21)NC(C(F)(F)F)C)C2=CC=NC=C2